C(C)[NH+]1C(N(CC1)CC)CC 1,2,3-triethylimidazolinium